C12CCCC(CC1)N2C2=C(C=C(C=C2F)NC(=O)C=2N=C(OC2CC(F)(F)F)N2CCOCCC2)F N-(4-(8-azabicyclo[3.2.1]octan-8-yl)-3,5-difluorophenyl)-2-(1,4-oxazepan-4-yl)-5-(2,2,2-trifluoroethyl)oxazole-4-carboxamide